rac-{[(3aR,5R,6aS)-1-(7,8-dihydrofuro[3,2-e][1,3]benzothiazol-2-yl)-2-oxooctahydrocyclopenta[d]imidazol-5-yl]amino}acetonitrile N1=C(SC2=C1C1=C(C=C2)OCC1)N1C(N[C@H]2[C@@H]1C[C@@H](C2)NCC#N)=O |r|